ClC=1C(=NN(C1C)C=1C=C(C(=O)NC=2C=CC3=C(NCCO3)C2)C=CC1)C 3-(4-chloro-3,5-dimethyl-pyrazol-1-yl)-N-(3,4-dihydro-2H-1,4-benzoxazin-6-yl)benzamide